C(CCOCCOCCOCCOCCOCCOCCOCCOCCOCCC(=O)O)(=O)O 4,7,10,13,16,19,22,25,28-nonoxahentriacontanedioic acid